(1-(4-(2-(piperidin-1-yl)ethoxy)phenyl)ethoxy)naphthalen-1-amine N1(CCCCC1)CCOC1=CC=C(C=C1)C(C)OC1=C(C2=CC=CC=C2C=C1)N